COC1=CC=C2C=NN(C2=C1NS(=O)(=O)C=1C=NN(C1)C1=NC=CC(=C1)N1CCCC1)C N-(6-METHOXY-1-METHYL-1H-INDAZOL-7-YL)-1-(4-(PYRROLIDIN-1-YL)PYRIDIN-2-YL)-1H-PYRAZOLE-4-SULFONAMIDE